C(C1=CC=CC=C1)O[C@H](CC=1C(=C(C=CC1)Br)OCOCC)[C@@H](CC=1C(=C(C=CC1)Br)OCOCC)OCC1=CC=CC=C1 3,3'-((2R,3R)-2,3-bis(benzyloxy)butane-1,4-diyl)bis(1-bromo-2-(ethoxymethoxy)benzene)